BrC=1C=C(C=2C(N(CC2C1)C(C)(C)C1CC1)=O)S(=O)(=O)NC 6-bromo-2-(2-cyclopropylpropane-2-yl)-N-methyl-3-oxoisoindoline-4-sulfonamide